3-(5-(4-methoxythiazol-2-yl)-7H-pyrrolo[2,3-d]pyrimidin-7-yl)-5-(((3-(phenethylamino)propyl)amino)methyl)cyclopentane-1,2-diol COC=1N=C(SC1)C1=CN(C=2N=CN=CC21)C2C(C(C(C2)CNCCCNCCC2=CC=CC=C2)O)O